(R)-(-)-2,2-dimethyl-1,3-dioxolane-4-methanol CC1(OC[C@H](O1)CO)C